2-(chloro(hydroxyimino)methyl)pyrrolidine-1-carboxylic acid tert-butyl ester C(C)(C)(C)OC(=O)N1C(CCC1)C(=NO)Cl